CC1=CC(=NN1)C1(C=2C(=NC(=N1)NCCC1=CC=CC=C1)NNC2)N 4-(5-methyl-1H-pyrazol-3-yl)-N6-phenethyl-1H-pyrazolo[3,4-d]pyrimidine-4,6-diamine